methyl-pentenoic acid CC(C(=O)O)=CCC